C(C)(C)(C)OC(=O)N1CC2=CC=CC(=C2CC1)B1OC(C(O1)(C)C)(C)C 5-(4,4,5,5-tetramethyl-1,3,2-dioxaborolan-2-yl)-3,4-dihydro-1H-isoquinoline-2-carboxylic acid tert-butyl ester